erythritol tetrapelargonate C(CCCCCCCC)(=O)O[C@@H](COC(CCCCCCCC)=O)[C@H](OC(CCCCCCCC)=O)COC(CCCCCCCC)=O